[Si](C1=CC=CC=C1)(C1=CC=CC=C1)(C(C)(C)C)OCN1CCCCC1 (((tert-butyldiphenylsilyl)oxy)methyl)piperidine